C(C=1C(O)=CC=CC1)=CC(C(N)=CC=1C(O)=CC=CC1)N bis-salicylidene-1,2-propanediamine